[F].[Ca].[P] phosphorus calcium fluorine